tert-Butyl (1R,3s,5S)-3-(dimethylamino)-8-azabicyclo[3.2.1]octane-8-carboxylate CN(C1C[C@H]2CC[C@@H](C1)N2C(=O)OC(C)(C)C)C